2-Methylazetidine-2-carboxylic acid HCl salt Cl.CC1(NCC1)C(=O)O